ClC=1C=C2C=NC(=NC2=CC1C1CCN(CC1)CC(C(F)(F)F)O)NC=1C=NN(C1C)C1CC1 3-(4-(6-chloro-2-((1-cyclopropyl-5-methyl-1H-pyrazol-4-yl)amino)quinazolin-7-yl)piperidin-1-yl)-1,1,1-trifluoropropan-2-ol